bis(trimethoxysilyl-2-methylpropyl) tetrasulfide CO[Si](OC)(OC)C(C(C)C)SSSSC(C(C)C)[Si](OC)(OC)OC